[[(2R,3S,4R,5R)-5-(2,4-dioxopyrimidin-1-yl)-3,4-dihydroxyoxolan-2-yl]methoxy-oxidophosphoryl] [oxido-[oxido(phenoxy)phosphoryl]oxyphosphoryl] phosphate P(=O)(OP(=O)([O-])OC[C@H]1O[C@H]([C@@H]([C@@H]1O)O)N1C(NC(C=C1)=O)=O)(OP(=O)(OP(=O)(OC1=CC=CC=C1)[O-])[O-])[O-]